3-oxo-2-(1H-pyrazol-4-yl)-N-[(2S)-3,3,3-trifluoro-2-hydroxypropyl]-6-[4-(trifluoromethyl)phenyl]-2,3-dihydropyridazine-4-carboxamide O=C1N(N=C(C=C1C(=O)NC[C@@H](C(F)(F)F)O)C1=CC=C(C=C1)C(F)(F)F)C=1C=NNC1